N1CC(C1)C1=NC(=NO1)C1=CC=C(C=C1)OC 5-(azetidin-3-yl)-3-(4-methoxyphenyl)-1,2,4-oxadiazole